COC1=CC=C(C=C1)CN(S(=O)(=O)C1=CC(=C(C=C1)NC1=NC(=CC=C1)C(F)(F)F)C=1N=CN(C1)C)C N-[(4-methoxyphenyl)methyl]-N-methyl-3-(1-methylimidazol-4-yl)-4-[[6-(trifluoromethyl)-2-pyridinyl]amino]benzenesulfonamide